(S)-6-acetyl-2-((5-(4-(4-(1-chloroethyl)phenyl)piperazin-1-yl)pyridin-2-yl)amino)-8-cyclopentyl-5-methylpyrido[2,3-d]pyrimidin-7(8H)-one C(C)(=O)C1=C(C2=C(N=C(N=C2)NC2=NC=C(C=C2)N2CCN(CC2)C2=CC=C(C=C2)[C@H](C)Cl)N(C1=O)C1CCCC1)C